2-(2-aminophenyl)propionic acid NC1=C(C=CC=C1)C(C(=O)O)C